CC1=NC(=CC=C1N1CCN(CC1)CC=1C=CC=2C3=C(C(NC2C1F)=O)C=NN3)C(NC)=O 7-((4-(2-methyl-6-(methylcarbamoyl)pyridin-3-yl)piperazin-1-yl)methyl)-6-fluoro-1,5-dihydro-4H-pyrazolo[4,3-c]quinolin-4-one